ClC1=NC(=NC(=C1)NC1=C(C=CC=C1)OC)C(=O)NC1=CC=CC=C1 4-chloro-6-((2-methoxyphenyl)amino)-N-phenylpyrimidine-2-carboxamide